tert-butyl 4-(3-(3-(4-tert-butoxy-4-oxobutanamido)phenyl)-3-oxopropyl)piperazine-1-carboxylate C(C)(C)(C)OC(CCC(=O)NC=1C=C(C=CC1)C(CCN1CCN(CC1)C(=O)OC(C)(C)C)=O)=O